C1=CC=CC=2C3=CC=CC=C3C(C12)COC(=O)NCC(C(=O)OCC)C1CC2(CN(C2)C(=O)OC(C)(C)C)C1 tert-butyl 6-(3-((((9H-fluoren-9-yl)methoxy)carbonyl)amino)-1-ethoxy-1-oxopropan-2-yl)-2-azaspiro[3.3]heptane-2-carboxylate